4-(3-((8-methoxy-2-(2-methylthiazol-4-yl)-2,3-dihydrobenzo[b][1,4]dioxin-6-yl)methyl)-3H-imidazo[4,5-b]pyridin-6-yl)-2-methylbut-3-yn-2-amine COC1=CC(=CC2=C1OC(CO2)C=2N=C(SC2)C)CN2C=NC=1C2=NC=C(C1)C#CC(C)(N)C